O.O.N[C@@H](CCCCN)C(=O)O L-Lysin-dihydrat